(4-((1-(3-chlorophenethyl)piperidin-3-yl)methoxy)phenyl)-N-methylmethanesulfonamide ClC=1C=C(CCN2CC(CCC2)COC2=CC=C(C=C2)CS(=O)(=O)NC)C=CC1